3,6-dimethyl-4-oxo-4,5,6,7-tetrahydro-1-benzofuran-2-carboxylate CC1=C(OC2=C1C(CC(C2)C)=O)C(=O)[O-]